N-((2-(trifluoromethyl)-4-(4-(trifluoromethyl)phenyl)-4,5,6,7-tetrahydro-[1,2,4]triazolo[1,5-a]pyrimidin-6-yl)methyl)acrylamide FC(C1=NN2C(N(CC(C2)CNC(C=C)=O)C2=CC=C(C=C2)C(F)(F)F)=N1)(F)F